FC1=CC=C(C=C1)C=1C(=NC2=CC(=CC(=C2C1)C(C)NC1=C(C(=O)O)C=CC=C1)C)N1N=CN=C1 2-((1-(3-(4-fluorophenyl)-7-methyl-2-(1H-1,2,4-triazol-1-yl)quinolin-5-yl)ethyl)amino)benzoic acid